CN1C=C(C=C1)C(=O)[O-] 1-methylpyrrole-3-carboxylate